(R)-4-(2-(1H-indol-4-yl)-6-(5-methylfuran-2-yl)pyrido[3,2-d]pyrimidin-4-yl)-3-methylmorpholine N1C=CC2=C(C=CC=C12)C=1N=C(C2=C(N1)C=CC(=N2)C=2OC(=CC2)C)N2[C@@H](COCC2)C